carbonyl-di-amide C(=O)([NH-])[NH-]